ClC1=C(C(=CC=C1)Cl)C1=NOC(=C1COC1=CC=C(COC=2C=C(C(=O)OC)C=CC2)C=C1)C(C)C methyl 3-((4-((3-(2,6-dichlorophenyl)-5-isopropylisoxazol-4-yl)methoxy)benzyl)oxy)benzoate